9,10-dimethylanthracene CC=1C2=CC=CC=C2C(=C2C=CC=CC12)C